ClC=1C=C(OCC(=O)O)C=C(C1CC1=CC(=C(C=C1)O)C=1N(N=CC1)C1OCCCC1)Cl 2-[3,5-dichloro-4-[[4-hydroxy-3-(2-tetrahydropyran-2-ylpyrazol-3-yl)phenyl]methyl]phenoxy]acetic acid